C1(CCCCC1)C[C@@H](C(=O)NC1C(N(C(CC1)=O)C)O)NC(OCC1=CC(=CC=C1)Cl)=O 3-chlorobenzyl ((2S)-3-cyclohexyl-1-((2-hydroxy-1-methyl-6-oxopiperidin-3-yl) amino)-1-oxopropan-2-yl)carbamate